NC1(CC(C(C=C1)C=CC1=CC=CC=C1)(S(=O)(=O)O)S(=O)(=O)O)N 4,4-diaminostilbene-2,2-disulfonic acid